BrC=1C=CC(=C(C1)NC[C@@H](CCCOC1=C(C=NN1C)C=1C=C(C(=O)OC)C=C(N1)C)C)[N+](=O)[O-] Methyl (R)-2-(5-((5-((5-bromo-2-nitrophenyl) amino)-4-methylpentyl) oxy)-1-methyl-1H-pyrazol-4-yl)-6-methylisonicotinate